triethyl-hydroxyethyl-ammonium hydroxide [OH-].C(C)[N+](CCO)(CC)CC